N-((1R,3R,5S)-8-(((1r,4R)-4-Aminocyclohexyl)sulfonyl)-8-azabicyclo[3.2.1]octan-3-yl)-5-(oxetan-3-yl)isoxazole-3-carboxamide NC1CCC(CC1)S(=O)(=O)N1[C@H]2CC(C[C@@H]1CC2)NC(=O)C2=NOC(=C2)C2COC2